2-benzopyran-1,3(4H)-dione C1(OC(CC2=C1C=CC=C2)=O)=O